C=C1CC(C1)C=O 3-methylenecyclobutanecarboxaldehyde